FC(C(=O)O)(F)F.C(C=C)(=O)NC=1C=C(C=CC1C)C1=C(NC2=NC=C(C=C21)C(=O)OC(C)C)C2=CC(=NC=C2)N2CCN(CC2)C isopropyl 3-(3-acrylamido-4-methylphenyl)-2-(2-(4-methylpiperazin-1-yl)pyridin-4-yl)-1H-pyrrolo[2,3-b]pyridine-5-carboxylate 2,2,2-trifluoroacetate